C(C1=CC=CC=C1)(C1=CC=CC=C1)NCCNC(C1=CC=CC=C1)C1=CC=CC=C1 N,N'-dibenzhydryl-1,2-ethanediamine